ethyl 3-(5-methylisoxazol-3-yl)propanoate CC1=CC(=NO1)CCC(=O)OCC